ClC=1C=C(O[C@H]2CN(CC2)C2(CCOCC2)C(=O)NC2(CC2)C2=CC=C(C(=O)OC)C=C2)C=CC1 Methyl 4-[1-[[4-[(3R)-3-(3-Chlorophenoxy)pyrrolidin-1-yl]tetrahydropyran-4-carbonyl]amino]cyclopropyl]benzoate